Methyl 3-chloro-6-(2-chloro-4-(1-cyanocyclopropyl) phenyl)-5-fluoropicolinate ClC=1C(=NC(=C(C1)F)C1=C(C=C(C=C1)C1(CC1)C#N)Cl)C(=O)OC